5-{2-[(1R)-2,2-difluorocyclopropoxy]ethoxy}-1,3,4-oxadiazol FC1([C@@H](C1)OCCOC1=NN=CO1)F